(2S,4R)-4-fluoro-L-prolinol hydrochloride Cl.F[C@@H]1C[C@H](NC1)CO